NC=1C=2N(C=CN1)C(=NC2C2=CC=C(C=C2)OC2=CC=CC=C2)C2CCC(CC2)O 4-[8-Amino-1-(4-phenoxy-phenyl)-imidazo[1,5-a]pyrazin-3-yl]-cyclohexanol